(S)-3-((benzyloxy)methyl)1,4-dioxane-2,5-dione C(C1=CC=CC=C1)OC[C@H]1C(OCC(O1)=O)=O